2-[3-[2-[3-(2,4-Dioxohexahydropyrimidin-1-yl)-4-methyl-phenoxy]acetyl]-3,9-diazaspiro[5.5]undecan-9-yl]acetic acid O=C1N(CCC(N1)=O)C=1C=C(OCC(=O)N2CCC3(CC2)CCN(CC3)CC(=O)O)C=CC1C